tert-butyl 5-[7-fluoro-6-[[4-methyl-6-(methylamino)pyrimidin-2-yl]amino]chroman-8-yl]-2,3,4,7-tetrahydroazepine-1-carboxylate FC1=C(C=C2CCCOC2=C1C=1CCCN(CC1)C(=O)OC(C)(C)C)NC1=NC(=CC(=N1)C)NC